5-(4-fluoro-3-hydroxyphenyl)-1,3,4-oxadiazole-2-carboxylic acid methyl ester COC(=O)C=1OC(=NN1)C1=CC(=C(C=C1)F)O